(R)-1-chloro-3-(2,6-dichloro-4-(2-(4-((S)-3-fluoro-2-hydroxypropoxy)phenyl)propan-2-yl)phenoxy)propan-2-ol ClC[C@@H](COC1=C(C=C(C=C1Cl)C(C)(C)C1=CC=C(C=C1)OC[C@@H](CF)O)Cl)O